C1(CC1)CP(O)(=O)CC[C@H]1OC([C@H]([C@H]([C@@H]1O)O)O)OC1=CC=C(C=C1)OC cyclopropylmethyl-[2-[(2R,3S,4S,5S)-3,4,5-trihydroxy-6-(4-methoxyphenoxy)tetrahydropyran-2-yl]ethyl]phosphinic acid